tert-butyl 5-[(1,1,2,2,3,3,4,4,4-nonafluorobutane-1-sulfonyl)oxy]-2,3,4,7-tetrahydro-1H-azepine-1-carboxylate FC(C(C(C(F)(F)F)(F)F)(F)F)(S(=O)(=O)OC=1CCCN(CC1)C(=O)OC(C)(C)C)F